C(C)(C)(C)C1=C(C=CC=C1)N1C(N=C(C2=C1N=C(C(=C2)Cl)C2=C(C=CC=C2O)F)N2[C@H](CN(CC2)C(=O)OC(C)(C)C)C)=O (3S)-tert-Butyl 4-(1-(2-(tert-butyl)phenyl)-6-chloro-7-(2-fluoro-6-hydroxyphenyl)-2-oxo-1,2-dihydropyrido[2,3-d]pyrimidin-4-yl)-3-methylpiperazine-1-carboxylate